CC1=NNC(=C1C1=CC=C(C=C1)C1=CN=C(N1C)C(=O)N)C 5-[4-(3,5-dimethyl-1H-pyrazol-4-yl)phenyl]-1-methyl-imidazole-2-carboxamide